C(C1CCC(C(=O)OC(C)(C)C)CC1)(=O)OC(C)(C)C Di-tert-butyl hexahydroterephthalate